C(C)OC(=O)[C@H]1[C@@H](C1)C1=CC=C(C=C1)S(N)(=O)=O (1R,2R)-2-(4-sulfamoylphenyl)cyclopropanecarboxylic acid ethyl ester